pentatriacontyl myristoleate C(CCCCCCC\C=C/CCCC)(=O)OCCCCCCCCCCCCCCCCCCCCCCCCCCCCCCCCCCC